[2-(dimethylamino)ethyl]-N4-{5-[3-(1,3-dioxolan-2-yl)-4-[(4-methoxyphenyl)methoxy]-5-(1-methylindol-3-yl)phenyl]pyrimidin-2-yl}-3-methoxy-N1-methylbenzene-1,4-diamine CN(CCC1=C(C=CC(=C1OC)NC1=NC=C(C=N1)C1=CC(=C(C(=C1)C1=CN(C2=CC=CC=C12)C)OCC1=CC=C(C=C1)OC)C1OCCO1)NC)C